N1C=C(C2=CC=CC=C12)C[C@@H]1C(N[C@H](C2=NC3=CC=C(C=C3C(N21)=O)Br)C(C)C)=O (1S,4R)-4-((1H-indol-3-yl)methyl)-8-bromo-1-isopropyl-1,2-dihydro-6H-pyrazino[2,1-b]quinazoline-3,6(4H)-dione